3-[(2,3-dihydrothieno[3,4-b]-[1,4]dioxin-2-yl)methoxy]-1-isobutyl-1-Propanesulfonic acid di-n-octylamine salt C(CCCCCCC)NCCCCCCCC.O1C=2C(OCC1COCCC(S(=O)(=O)O)CC(C)C)=CSC2